CC1=NN(C(=C1)C)C(CCCCCCCC(=O)N1N=C(C=C1C)C)=O 1,9-bis(3,5-dimethyl-1H-pyrazol-1-yl)nonane-1,9-dione